(4-(3-amino-1H-indazol-5-yl)pyridine-2-yl)-3-(4-fluorophenyl)urea NC1=NNC2=CC=C(C=C12)C1=CC(=NC=C1)NC(=O)NC1=CC=C(C=C1)F